Methyl ((6-methyl-2-(((3RS,4RS)-4-(3-oxopropyl)tetrahydrofuran-3-yl)oxy)pyridin-3-yl)sulfonyl)-L-prolinate CC1=CC=C(C(=N1)O[C@H]1COC[C@H]1CCC=O)S(=O)(=O)N1[C@@H](CCC1)C(=O)OC |&1:8,12|